C1(=CC=C(C=C1)C=NNC1=NC(=NC(=C1)C(F)(F)F)SCC#C)C1=CC=CC=C1 4-(2-([1,1'-biphenyl]-4-ylmethylene)hydrazino)-2-(prop-2-yn-1-ylthio)-6-(trifluoromethyl)pyrimidine